NC1=NC=NC=2N(C3=CC=C(C=C3C21)NC(=O)NC)CC(=O)O 2-(4-amino-6-(3-methylureido)-9H-pyrimido[4,5-b]indol-9-yl)acetic acid